5-[2,4-bis[(3S)-3-methyl-4-morpholinyl]pyrido[2,3-d]pyrimidin-7-yl]-2-methoxy-benzyl alcohol C[C@@H]1N(CCOC1)C=1N=C(C2=C(N1)N=C(C=C2)C=2C=CC(=C(CO)C2)OC)N2[C@H](COCC2)C